C(CCC)[Si](OCC)(OCC)OCC n-Butyltriethoxylsilan